FC(C(=O)O)(F)F.N[C@H](CC(=O)N[C@H](C(=O)NCC1=CC=CC2=CC=CC=C12)C)CCC(=O)NC(C)(C)C (S)-3-amino-N6-(tert-butyl)-N1-((S)-1-((naphthalen-1-ylmethyl)amino)-1-oxopropan-2-yl)hexanediamide 2,2,2-trifluoroacetate